ClC=1C=C(C=CC1Cl)N1N=C(C=C1O)C(F)(F)F 1-(3,4-dichlorophenyl)-3-trifluoromethyl-1H-pyrazol-5-ol